CC1=C(C(=CC(=C1)C(C1=CC=CC=C1)C1=CC=CC=C1)C)C1=C(C(=CC=C1)O)I 2,6-dimethyl-4-(benzhydryl)-2'-iodo-3'-hydroxybiphenyl